(R)-Methyl-4,4,4-trifluoro-3-(phenylamino)butanoate COC(C[C@H](C(F)(F)F)NC1=CC=CC=C1)=O